2-METHYLHEX-5-ENE-2-SULFONAMIDE CC(C)(CCC=C)S(=O)(=O)N